N-(7-bromo-6-fluoro-3-oxo-1H-isobenzofuran-5-yl)-N-tert-butoxycarbonyl-carbamic acid tert-butyl ester C(C)(C)(C)OC(N(C(=O)OC(C)(C)C)C=1C=C2C(OCC2=C(C1F)Br)=O)=O